CC1(OC(CC1)C(C)(C)O)C=C 2-methyl-2-vinyl-5-(1-hydroxy-1-methylethyl)tetra-hydrofuran